CS(=O)(=O)C=1C=CC=2C3=C(C(=NC2C1)C=1NC=CC1)N=C(N=C3)N 8-(methylsulfonyl)-5-(1H-pyrrol-2-yl)pyrimido[4,5-c]quinolin-3-amine